C(C1=CC=CC=C1)N([C@@H]1CC[C@H](CC1)O)CC1=CC=CC=C1 trans-4-(dibenzylamino)cyclohexan-1-ol